methyl 4-(2-(1-(tert-butoxycarbonyl)piperidin-2-yl)ethylamino)-6-chloropyridazine-3-carboxylate C(C)(C)(C)OC(=O)N1C(CCCC1)CCNC1=C(N=NC(=C1)Cl)C(=O)OC